NC1=NC=C(C2=C1COC2)NC(C(=O)N([C@@H](C)[C@@H]2OCCC2)CC=2C=CC1=C(N=CS1)C2)=O N1-(4-amino-1,3-dihydrofuro[3,4-c]pyridin-7-yl)-N2-(benzo[d]thiazol-5-ylmethyl)-N2-((S)-1-((R)-tetrahydrofuran-2-yl)ethyl)oxalamide